4-[2-(6-methyl-pyridin-2-yl)-6,7-dihydro-5H-imidazo[1,2-a]imidazole-3-yl]-quinoline CC1=CC=CC(=N1)C=1N=C2N(C1C1=CC=NC3=CC=CC=C13)CCN2